C1(CC1)C1=NC(=CC=2N1N=C(C2)C2=C(C=C(C=C2)N2C[C@H](CC2)C(=O)NC)F)C(=O)N2[C@@H](C1=CC=CC=C1CC2)C (3S)-1-(4-{7-Cyclopropyl-5-[(1R)-1-methyl-1,2,3,4-tetrahydroisoquinoline-2-carbonyl]pyrazolo[1,5-c]pyrimidin-2-yl}-3-fluorophenyl)-N-methylpyrrolidine-3-carboxamide